(2R,4S)-1-[1-(4-fluorophenyl)-8-methoxy-9-(2-methyltetrazol-5-yl)-5,6-dihydropyrrolo[2,1-a]isoquinoline-3-carbonyl]-4-hydroxy-2-methyl-pyrrolidine-2-carboxamide FC1=CC=C(C=C1)C=1C=C(N2C1C1=CC(=C(C=C1CC2)OC)C=2N=NN(N2)C)C(=O)N2[C@](C[C@@H](C2)O)(C(=O)N)C